2-Hydroxy-2-methylpropanoic acid methyl ester COC(C(C)(C)O)=O